copper-silver-manganese [Mn].[Ag].[Cu]